CC(C)(C=1C=C(C(=C(C1)CO)O)CO)C=1C=C(C(=C(C1)CO)O)CO 5,5'-(1-methylethylidene)bis[2-hydroxy-1,3-benzenedimethanol]